FC1(CC2(C1)CC=C(CC2)B2OC(C(O2)(C)C)(C)C)F 2-(2,2-difluorospiro[3.5]non-6-en-7-yl)-4,4,5,5-tetramethyl-1,3,2-dioxaborolane